((1S,2S)-1-(5-chloro-7-methoxy-1,1-dioxobenzo[d]isothiazol-2(3H)-yl)-2-(6-fluoro-2,3-dimethylphenyl)propyl)-1,3,4-oxadiazol-2(3H)-one ClC=1C=C(C2=C(CN(S2(=O)=O)[C@@H]([C@@H](C)C2=C(C(=CC=C2F)C)C)N2C(OC=N2)=O)C1)OC